(2S,4R)-allyl-4-(2-((1R,3R)-3-((2S,3S)-N,3-dimethyl-2-((R)-1-methylpiperidine-2-carboxamido)pentanamido)-4-methyl-1-propoxypentyl)thiazole-4-carboxamido)-2-methyl-5-phenylpentanoate C(C=C)OC([C@H](C[C@H](CC1=CC=CC=C1)NC(=O)C=1N=C(SC1)[C@@H](C[C@H](C(C)C)N(C([C@H]([C@H](CC)C)NC(=O)[C@@H]1N(CCCC1)C)=O)C)OCCC)C)=O